4'-(1H-indole-2-carbonyl)-14'-oxo-4',8',9',13'-tetraazaspiro[cyclopropane-1,12'-tricyclo[7.5.0.02,7]tetradecane] N1C(=CC2=CC=CC=C12)C(=O)N1CC2C3C(NC4(CCN3NC2CC1)CC4)=O